CN(CCCC(C)N=C=N)C 1-[3-(Dimethylamino)propyl]ethylcarbodiimide